Didodecyldithiophosphate ammonium salt [NH4+].C(CCCCCCCCCCC)SP(=S)(OCCCCCCCCCCCC)[O-]